3,5-bis(5-nitro-1,3,4-oxadiazol-2-yl)-4-nitro-pyrazole ammonium salt [NH4+].[N+](=O)([O-])C1=NN=C(O1)C1=NNC(=C1[N+](=O)[O-])C=1OC(=NN1)[N+](=O)[O-]